FC=1C(=NC(=NC1)NC=1N(N=CC1)C)N1C=C(C2=CC(=CC=C12)NC(C#C)=O)C N-[1-[5-fluoro-2-[(2-methylpyrazol-3-yl)amino]pyrimidin-4-yl]-3-methyl-indol-5-yl]prop-2-ynamide